C(=O)(O)C1=C(C=C(C=C1)C=1C=C(C=C(C1)C1=CC(=C(C=C1)C(=O)O)O)C1=CC(=C(C=C1)C(=O)O)O)O 5'-(4-carboxy-3-hydroxyphenyl)-3,3''-dihydroxy-[1,1':3',1''-terphenyl]-4,4''-dicarboxylic acid